BrC=1C=C(C=CC1)CC(C)NC(C)=O N-(1-(3-bromophenyl)propan-2-yl)acetamide